[O-2].[O-2].[Mn+2].[Mn+2] manganese(II) dioxide